1-(2,5-dimethylphenyl)-3-(4-(4-hydroxyphenyl)butan-2-yl)-1,3-dimethylurea CC1=C(C=C(C=C1)C)N(C(=O)N(C)C(C)CCC1=CC=C(C=C1)O)C